benzofuran-7-yl-chloro(4-(tributylsilyl)phenyl)phosphine O1C=CC2=C1C(=CC=C2)P(C2=CC=C(C=C2)[Si](CCCC)(CCCC)CCCC)Cl